NC(=O)N cis-urea